N1(C[C@@H](NCC1)C(=O)OC)C(=O)OC(C)(C)C 1-(tert-butyl) 3-methyl (R)-piperazine-1,3-dicarboxylate